OC1=C(C=C(C=C1)OC)NC(N)=S 3-(2-hydroxy-5-methoxyphenyl)thiourea